N-(5-(4-fluorophenoxy)pyridin-2-yl)-2-((S)-4-((6-methoxypyridin-3-yl)methyl)-3-(trifluoromethyl)piperazin-1-yl)propanamide FC1=CC=C(OC=2C=CC(=NC2)NC(C(C)N2C[C@H](N(CC2)CC=2C=NC(=CC2)OC)C(F)(F)F)=O)C=C1